ClC1=C(C(=CC=C1)Cl)N1CC(C1)C1=CC(=C(CN2CC(C2)(O)C)C(=C1)C)F (4-(1-(2,6-dichlorophenyl)azetidin-3-yl)-2-fluoro-6-methylbenzyl)-3-methylazetidin-3-ol